3-(2-fluoro-3-pyridyl)-4-methyl-isoxazole FC1=NC=CC=C1C1=NOC=C1C